[4-(2-Azaspiro[3.3]heptan-6-ylmethyl)-3-fluoro-phenyl]-imino-oxo-(trifluoromethyl)-λ6-sulfane C1NCC12CC(C2)CC2=C(C=C(C=C2)S(C(F)(F)F)(=O)=N)F